N,N'-bis(pyridin-2-ylmethyl)ethane-1,2-diamine N1=C(C=CC=C1)CNCCNCC1=NC=CC=C1